NC1=NC=NN2C1=C(C=C2C=2C=C(C(=NC2)OC)C(=O)N[C@@H]2CN(C[C@@H]2F)C(C)CC(C(F)(F)F)(C2=CC=CC=C2)O)C(F)(F)F 5-[4-amino-5-(trifluoromethyl)pyrrolo[2,1-f][1,2,4]triazin-7-yl]-N-[(3R,4S)-4-fluoro-1-(5,5,5-trifluoro-4-hydroxy-4-phenylpentan-2-yl)pyrrolidin-3-yl]-2-methoxypyridine-3-carboxamide